R-Nicotinamide C(C1=CN=CC=C1)(=O)N